C(=C)C1=CC=CCC1 1-vinyl-cyclohexadiene